FC(S(=O)(=O)OC1=CCC(CC1)CC(=O)OC)(F)F Methyl 2-(4-(((trifluoromethyl)sulfonyl)oxy)cyclohex-3-en-1-yl)acetate